N(C(=O)N)C=1NC=CC(N1)=O 2-Ureido-4[1H]-pyrimidinon